NC(C(=O)O)CC1=CC=C(C=C1)CP(=O)(O)O 2-amino-3-(4-(phosphonomethyl)phenyl)propionic acid